ClC1=C(C(=CC(=C1)F)F)NC=1N(C2=NC(=NC=C2N1)N[C@H]1C[C@H](CCCC1)O)C1CCC(CC1)C(=O)N (1S,4s)-4-(8-(2-chloro-4,6-difluorophenylamino)-2-((1R,3S)-3-hydroxycycloheptylamino)-9H-purin-9-yl)cyclohexanecarboxamide